FC1=CC=C(CSNC(C2=CC=CC=C2)=O)C=C1 N-(p-fluorobenzylthio)benzamide